triaminoheptadecane choline OCC[N+](C)(C)C.NC(CCCCCCCCCCCCCCCC)(N)N